F[C@@H]1[C@H](C[C@@]2(CC[C@H]1N2)C)C(=C)C=2N=CC(=NC2)C=2C=C1C=CN=CC1=CC2O 6-(5-(1-((1s,3r,4r,5r)-4-fluoro-1-methyl-8-azabicyclo[3.2.1]oct-3-yl)vinyl)pyrazin-2-yl)isoquinolin-7-ol